bis(4-amino-3-ethylcyclohexyl)ethane NC1C(CC(CC1)C(C)C1CC(C(CC1)N)CC)CC